C(C)(C)(C)OC(N(C=1C=CC=2N(C1)C(=CN2)I)CC=C)=O allyl-(3-iodoimidazo[1,2-a]pyridin-6-yl)carbamic acid tert-butyl ester